ClC=1C=C(NC2(CCC3(C(CC4=CC=CC=C34)CCCOC3=C(C=CC=C3)C(F)(F)F)CC2)C(=O)O)C=CC1 (1r,4r)-4-(3-Chloroanilino)-2'-{3-[2-(trifluoromethyl)phenoxy]propyl}-2',3'-dihydrospiro[cyclohexane-1,1'-indene]-4-carboxylic acid